Bis(1-methyl-3-n-butylcyclopentadienyl)zirconium CC1(C=C(C=C1)CCCC)[Zr]C1(C=C(C=C1)CCCC)C